4-[(2S)-2-methyl-4-(oxan-4-yl)piperazin-1-yl]benzene-1,3-diamine C[C@@H]1N(CCN(C1)C1CCOCC1)C1=C(C=C(C=C1)N)N